tert-butyl 3-[4-[3-chloro-4-(tetrahydrofuran-3-ylmethoxy)anilino]quinazolin-6-yl]piperidine-1-carboxylate ClC=1C=C(NC2=NC=NC3=CC=C(C=C23)C2CN(CCC2)C(=O)OC(C)(C)C)C=CC1OCC1COCC1